C(#N)C=1C(=C(C=CC1)NC1=C(C#N)C=CC(=N1)C(F)(F)F)C ((3-cyano-2-methylphenyl)amino)-6-(trifluoromethyl)nicotinonitrile